4,4'-methylenebis(2,6-di(sec-propyl)cyclohexylamine) C(C1CC(C(C(C1)C(C)C)N)C(C)C)C1CC(C(C(C1)C(C)C)N)C(C)C